6-bromo-4-(4-(2-fluorophenyl)piperidin-1-yl)quinazoline BrC=1C=C2C(=NC=NC2=CC1)N1CCC(CC1)C1=C(C=CC=C1)F